IC=1C=C(CNC2=C3N=CN(C3=NC=N2)CC2OCC(C2O)O)C=CC1 2-((6-((3-iodobenzyl)amino)-9H-purin-9-yl)methyl)tetrahydrofuran-3,4-diol